2-(2-aminobenzo[d]thiazol-7-yl)-6-methoxybenzonitrile NC=1SC2=C(N1)C=CC=C2C2=C(C#N)C(=CC=C2)OC